hexanediimidamide C(CCCCC(N)=N)(N)=N